(S)-N3-methyl-1-(1-phenylethyl)-N5-(2-(pyridin-3-yl)ethyl)-1H-pyrazole-3,5-dicarboxamide CNC(=O)C1=NN(C(=C1)C(=O)NCCC=1C=NC=CC1)[C@@H](C)C1=CC=CC=C1